NNC1=C(C=CC=C1)N N,2-diaminoaniline